tert-butyl (1-(1,6-dimethyl-1H-pyrazolo[3,4-d]pyrimidin-4-yl)piperidin-4-yl)carbamate CN1N=CC=2C1=NC(=NC2N2CCC(CC2)NC(OC(C)(C)C)=O)C